3-(3-methacryloxy-2-hydroxypropyl)propyl-bis(trimethylsiloxy)methylsilane C(C(=C)C)(=O)OCC(CCCC[SiH2]C(O[Si](C)(C)C)O[Si](C)(C)C)O